ClC[C@@H](COC1=CC=C(C=C1)S(=O)(=O)C1=CC=C(OC[C@@H](CO)O)C=C1)O (R)-3-(4-((4-((R)-3-chloro-2-hydroxypropoxy)phenyl)sulfonyl)phenoxy)propane-1,2-diol